FC(C)[C@H]1N(S(OC1)(=O)=O)C(=O)OC(C)(C)C.C(CCCCCCCCCCCCCCCCCC)NCCN N-nonadecyl ethylenediamine tert-butyl (4S)-4-(1-fluoroethyl)-1,2,3-oxathiazolidine-3-carboxylate 2,2-dioxide